1,1,1,2,2,3,3,5,6,6,7,7,8,8,9,9,9-heptadecafluoro-4-(perfluoropropyl)-4-nonene FC(C(C(C(=C(C(C(C(C(F)(F)F)(F)F)(F)F)(F)F)F)C(C(C(F)(F)F)(F)F)(F)F)(F)F)(F)F)(F)F